N(=[N+]=[N-])CC=1N=C2N(C=C(C=C2)CN(C(OC(C)(C)C)=O)CC2CCC2)C1 tert-butyl N-[[2-(azidomethyl)imidazo[1,2-a]pyridin-6-yl]methyl]-N-(cyclobutylmethyl)carbamate